C(CCCCCCCCCCCCC)O[C@@H](COC(CCC(=O)OCC[N+](C)(C)C)=O)COCCCCCCCCCCCCCC |r| racemic-[2-(2,3-ditetradecyloxypropyloxysuccinyloxy)ethyl]-trimethylammonium